CC(=CCC1(C(=C(C(=C(C1=O)C(=O)C)O)CC2=C3C(=C(C(=C2O)C(=O)C)O)C=CC(O3)(C)C)O)C)C The molecule is a chromenol that is a derivative of filicinic acid and is isolated from the stems and leaves of Hypericum drummondii. It has been found to exhibit antibacterial activity against Gram-positive bacteria Staphylococcus aureus and Bacillus subtilis and the acid fast bacterium Mycobacterium smegmatis. It has a role as a metabolite and an antibacterial agent. It is a chromenol, an enol, an enone, a methyl ketone and an aromatic ketone. It derives from a filicinic acid.